C1(CC1)C([C@@H](C(NC=1C(=NN(C1)C(CC1CC1)C1=NN=NN1CC(F)(F)F)F)=O)NC(=O)C=1N(N=CC1)C(C)C)C1CC1 N-[(1S)-2,2-dicyclopropyl-1-[[1-[2-cyclopropyl-1-[1-(2,2,2-trifluoroethyl)tetrazol-5-yl]ethyl]-3-fluoro-pyrazol-4-yl]carbamoyl]ethyl]-2-isopropyl-pyrazole-3-carboxamide